N-ethyl-2-(7-fluoro-1H-indazol-3-yl)-N-methylethan-1-amine C(C)N(CCC1=NNC2=C(C=CC=C12)F)C